C(#N)C=1C=C(C=NC1N1N=CC=N1)NC(=O)C=1C=NN(C1C(F)(F)F)C1=C(C(=NC=C1)OC)C N-(5-cyano-6-(2H-1,2,3-triazol-2-yl)pyridin-3-yl)-1-(2-methoxy-3-methylpyridine-4-Yl)-5-(trifluoromethyl)-1H-pyrazole-4-carboxamide